5-Chloro-4-fluoro-2-iodophenol ClC=1C(=CC(=C(C1)O)I)F